ClC=1C=C(N)C=C(C1C)C1=NC=CC=C1 3-Chloro-4-methyl-5-(pyridin-2-yl)aniline